BrC=1C=NN(C1C1=C(C#N)C(=C(C=C1)OC)C)C 2-(4-bromo-1-methyl-1H-pyrazol-5-yl)-5-methoxy-6-methylbenzonitrile